2-((2-cyclopropyl-4-fluorophenyl)amino)benzonitrile C1(CC1)C1=C(C=CC(=C1)F)NC1=C(C#N)C=CC=C1